methyl 5-benzyl-2-(naphthalen-2-yl)-4-nicotinoylfuran-3-carboxylate C(C1=CC=CC=C1)C1=C(C(=C(O1)C1=CC2=CC=CC=C2C=C1)C(=O)OC)C(C1=CN=CC=C1)=O